BrC=1N(C(N(C1)CCCC)C)C bromo-1-butyl-2,3-dimethyl-imidazole